(S)-tert-butyl 3-(3-methoxypyrazin-2-ylamino)pyrrolidine-1-carboxylate COC=1C(=NC=CN1)N[C@@H]1CN(CC1)C(=O)OC(C)(C)C